ClC=1N=CC2=CC=CC(=C2C1)NC1CCN(CC1)CC(=O)N1[C@@H](C[C@@H](C1)F)C#N (2S,4S)-1-[2-[4-[(3-chloro-5-isoquinolyl)amino]-1-piperidyl]acetyl]-4-fluoro-pyrrolidine-2-carbonitrile